fluoro-nonanoic acid FC(C(=O)O)CCCCCCC